N1=NC(=CC=C1)NC(=O)C=1C=C2C(=CC1)OCCC21CC1 6-(3-pyridazinylcarbamoyl)-2,3-dihydrospiro[chromen-4,1'-cyclopropane]